C1(CCCC1)NC1=CC=C(C=C1)C1C(CC2C(N1)CCC2)C(=O)OC(C)(C)C cis-tert-butyl 2-[4-(cyclopentylamino) phenyl]-2,3,4,4a,5,6,7,7a-octahydro-1H-cyclopenta[b]pyridine-3-carboxylate